dibromopropene CC=C(Br)Br